N[C@@H]1CN(CC[C@H]1F)C1=NC2=C(N1CC(=O)N1CCC1)C=C(C=C2)Br 2-(2-((3R,4R)-3-Amino-4-fluoropiperidin-1-yl)-6-bromo-1H-benzo[d]imidazol-1-yl)-1-(azetidin-1-yl)ethan-1-on